FC1=C(CN(C=2N=C(C3=C(N2)SC2=C3CCCC2)N2CCN(CC2)C(C=C)=O)C)C=CC=C1 1-(4-(2-((2-fluorobenzyl)(methyl)amino)-5,6,7,8-tetrahydrobenzo[4,5]thieno[2,3-d]pyrimidin-4-yl)piperazin-1-yl)prop-2-en-1-one